COC=1C=C(C=C(C1)N1N=CC=C1)NC1=CC=NC2=CC(=CC=C12)C(F)(F)F N-(3-Methoxy-5-(1H-pyrazol-1-yl)phenyl)-7-(trifluoromethyl)quinolin-4-amine